COC(=O)C1C(N(CC1)C(=O)OC(C)(C)C)=O 2-oxopyrrolidine-1,3-dicarboxylic acid 1-(tert-butyl) ester 3-methyl ester